[K+].FC=1C=C(C=2N(C1)C(=C(N2)C)C(=O)[O-])C 6-fluoro-2,8-dimethylimidazo[1,2-a]pyridine-3-carboxylic acid potassium salt